ClC=1C=C2CCC[C@]3(C2=CC1)CN(C1=C(OC3)C=CC(=C1)C(=O)OC)C[C@H]1[C@@H](CC1)CCO (S)-METHYL 6'-CHLORO-5-(((1R,2S)-2-(2-HYDROXYETHYL)CYCLOBUTYL)METHYL)-3',4,4',5-TETRAHYDRO-2H,2'H-SPIRO[BENZO[B][1,4]OXAZEPINE-3,1'-NAPHTHALENE]-7-CARBOXYLATE